Cl.N1N=CC(=C1)C1=CC=C(C=O)C=C1 4-(1H-pyrazol-4-yl)benzaldehyde hydrochloride